C(C1=CC=CC=C1)OC1=CC(=CC(=C1)F)OCC1=CC=CC=C1 1,3-bis(benzyloxy)-5-fluorobenzene